(3S)-N-[5-[(2R)-2-(2,5-difluorophenyl)pyrrolidin-1-yl]pyrazolo[1,5-a]pyrimidin-3-yl]-3-hydroxypyrrolidine-1-carboxamide FC1=C(C=C(C=C1)F)[C@@H]1N(CCC1)C1=NC=2N(C=C1)N=CC2NC(=O)N2C[C@H](CC2)O